4-[(3S)-3-amino-3-methylpyrrolidin-1-yl]-5-(3,5-difluorophenyl)-N-[trans-2-fluorocyclohexyl]pyridine-3-carboxamide N[C@@]1(CN(CC1)C1=C(C=NC=C1C1=CC(=CC(=C1)F)F)C(=O)N[C@H]1[C@@H](CCCC1)F)C